6-hydroxy-2-hydroxy-indole OC1=CC=C2C=C(NC2=C1)O